COCCNC(C)=O N-[2-(methyloxy)ethyl]acetamide